OC1(CCN(CC1)C(=O)OC(C)(C)C)CN1C=NN2C(C1=O)=CC=C2 tert-Butyl 4-hydroxy-4-((4-oxopyrrolo[2,1-f][1,2,4]triazin-3(4H)-yl)methyl)piperidine-1-carboxylate